ClC1=NC=C(C(=C1)C1=C(C=NC(=C1)C)C(=O)NC=1SC(=NN1)OCC1CCC(CC1)O)OC 2'-chloro-N-(5-(((1s,4s)-4-hydroxycyclohexyl)methoxy)-1,3,4-thiadiazol-2-yl)-5'-methoxy-6-methyl-[4,4'-bipyridine]-3-carboxamide